C(C)OC(CC1=NC=C(N=C1)Cl)=O.[N+](=O)([O-])C=1C=C(C=CC1C(=C)C)C(C)=O 1-(3-nitro-4-(prop-1-en-2-yl)phenyl)ethan-1-one Ethyl-2-(5-chloropyrazin-2-yl)acetate